CN1C(N(C2=C1C=NC(=C2)NC2=NC(=NC=C2)N2CCC(CC2)C(F)(F)F)[C@H]2C[C@@H](CC2)NC(OC)=O)=O Methyl ((1R,3R)-3-(3-methyl-2-oxo-6-((2-(4-(trifluoromethyl)piperidin-1-yl)pyrimidin-4-yl)amino)-2,3-dihydro-1H-imidazo[4,5-c]pyridin-1-yl)cyclopentyl)carbamate